C1(CCC1)N1N=CC=C1C1=NC=CC=C1COC1=CN=C(C=C1C=O)OC 5-((2-(1-cyclobutyl-1H-pyrazol-5-yl)pyridin-3-yl)methoxy)-2-methoxyisonicotinaldehyde